1,5-anhydro-2,3-dideoxy-3-(((4-fluoro-7-(4-(1-methyl-1H-pyrazol-4-yl)benzyl)-2,3-dihydro-1-benzofuran-5-yl)carbonyl)amino)-L-threo-pentitol FC1=C(C=C(C2=C1CCO2)CC2=CC=C(C=C2)C=2C=NN(C2)C)C(=O)N[C@H]2CCOC[C@@H]2O